tert-butyl (2R,3R)-3-((7-bromo-8-fluoro-2-(((2R,7aS)-2-fluorotetrahydro-1H-pyrrolizin-7a(5H)-yl)methoxy)-6-(trifluoromethyl) quinazolin-4-yl)oxy)-2-methylpyrrolidine-1-carboxylate BrC1=C(C=C2C(=NC(=NC2=C1F)OC[C@]12CCCN2C[C@@H](C1)F)O[C@H]1[C@H](N(CC1)C(=O)OC(C)(C)C)C)C(F)(F)F